3-((2-(N,N-di-Boc-amino)ethyl)oxy)aniline C(=O)(OC(C)(C)C)N(C(=O)OC(C)(C)C)CCOC=1C=C(N)C=CC1